C(C)OC=1C=C(C=NC1)C1=C(C=C(C=O)C=C1)C 4-(5-ethoxypyridin-3-yl)-3-methylbenzaldehyde